[N+](=O)([O-])C1=C(C=C(O)C(=C1)[N+](=O)[O-])O 4,6-dinitroresorcinol